ClC1=NC=CC2=C1N=CN2COCC[Si](C)(C)C 4-chloro-1-((2-(trimethylsilyl)ethoxy)methyl)-1H-imidazo[4,5-c]Pyridine